ethyl 5-(tert-butoxycarbonylamino)-3-chloro-4,5,6,7-tetrahydro-2-benzothiophene-1-carboxylate C(C)(C)(C)OC(=O)NC1CC=2C(=C(SC2Cl)C(=O)OCC)CC1